7-hydroxy-3-phenyl-2H-pyrano[3,2-c]pyridin-2-one OC1=CC2=C(C=N1)C=C(C(O2)=O)C2=CC=CC=C2